FC1=CC(=C(C=C1)C=1C(=CC(=NC1)O)C1=NN2C(CNCC2)=C1)OCCOC 5-(4-fluoro-2-(2-methoxyethoxy)phenyl)-4-(4,5,6,7-tetrahydropyrazolo[1,5-a]pyrazin-2-yl)pyridin-2-ol